ClC1=CC=C2C(=N1)C(=NN2C)I 5-chloro-3-iodo-1-methyl-1H-pyrazolo[4,3-b]pyridine